C(C1=CC=CC=C1)N1CCN(CCN(CC1)CC=1C(=C(C=C(C1)C)CNC(CO)CO)O)CC=1C(=C(C=C(C1)C)CNC(CO)CO)O 2,2'-{(7-benzyl-1,4,7-triazonane-1,4-diyl)bis[methylene(2-hydroxy-5-methyl-3,1-phenylene)methyleneazanediyl]}di(propane-1,3-diol)